BrC(C)C1=C(C=CC=C1)Cl 1-(1-bromoethyl)-2-chloro-benzene